4-[2-[(2-Methylazol-4-yl)amino]-4-pyridyl]-6-[3-(trifluoromethyl)morpholin-4-yl]-1H-pyridin-2-one CC=1NC=C(C1)NC1=NC=CC(=C1)C1=CC(NC(=C1)N1C(COCC1)C(F)(F)F)=O